tribehenyl phosphate P(=O)(OCCCCCCCCCCCCCCCCCCCCCC)(OCCCCCCCCCCCCCCCCCCCCCC)OCCCCCCCCCCCCCCCCCCCCCC